C(C1=CC=CC=C1)OC1=C(C=C(C=C1)CCC(=O)O)C1CCCC1 3-(4-(benzyloxy)-3-cyclopentylphenyl)-propionic acid